3-methyl-7-(1-(4-(trifluoromethyl)pyridazin-3-yl)piperidin-4-yl)-5-((3-(trifluoromethyl)pyridine-2-yl)methyl)pyrido[2,3-b]pyrazin-6(5H)-one CC1=CN=C2C(=N1)N(C(C(=C2)C2CCN(CC2)C=2N=NC=CC2C(F)(F)F)=O)CC2=NC=CC=C2C(F)(F)F